2,16-bis(carboxymethyl)-3,6,9,12,15-pentaazaheptadecanedioic acid C(=O)(O)CC(C(=O)O)NCCNCCNCCNCCNC(C(=O)O)CC(=O)O